N1=C(C=CC=C1)C12NCC(NC1)C2 (pyridin-2-yl)-2,5-diazabicyclo[2.2.1]heptan